5-(benzyloxy)-2-methyl-N-(pyridin-3-yl)benzofuran-3-carboxamide C(C1=CC=CC=C1)OC=1C=CC2=C(C(=C(O2)C)C(=O)NC=2C=NC=CC2)C1